7-chloro-N-(4-((3,3-difluoropiperidin-1-yl)methyl)-3-(trifluoromethyl)phenyl)-1-methyl-6-(pyrazolo[1,5-a]pyrazin-3-yloxy)-1H-imidazo[4,5-b]pyridin-2-amine ClC1=C2C(=NC=C1OC=1C=NN3C1C=NC=C3)N=C(N2C)NC2=CC(=C(C=C2)CN2CC(CCC2)(F)F)C(F)(F)F